NC(C([C@H](CC1=CC=CC=C1)NC(=O)C1=NN(C(=C1)C#N)C1=CC=CC=C1)=O)=O (S)-N-(4-AMINO-3,4-DIOXO-1-PHENYLBUTAN-2-YL)-5-CYANO-1-PHENYL-1H-PYRAZOLE-3-CARBOXAMIDE